BrC1=CC=C(C=C1)C=1C(N(C=C2C1N=C(N=C2)NCC(F)F)C2=CC=C(C=C2)OC)=O 8-(4-bromophenyl)-2-((2,2-difluoroethyl)amino)-6-(4-methoxyphenyl)pyrido[4,3-d]pyrimidin-7(6H)-one